CN(CCN(C1=C(C=C(C(=C1)OC)NC1=NC=CC(=N1)C=1C=NN2C1C=CC=C2C)NC(C=C)=O)C)C N-(2-((2-(dimethylamino)ethyl)(methyl)amino)-4-methoxy-5-((4-(7-methylpyrazolo[1,5-a]-pyridin-3-yl)pyrimidin-2-yl)amino)phenyl)acrylamide